(3S)-11-(5-chloro-2,4-difluorophenyl)-3-(methoxymethoxy)-10-(trifluoromethyl)-3,4-dihydro-2H,6H-[1,4]thiazepino[2,3,4-ij]quinazoline-6,8(7H)-dione ClC=1C(=CC(=C(C1)C1=C(C=C2C(NC(N3C2=C1SC[C@H](C3)OCOC)=O)=O)C(F)(F)F)F)F